3-({[(4R)-7-{methyl-[4-(trifluoromethyl)phenyl]amino}-3,4-dihydro-2H-1-benzopyran-4-yl]methyl}amino)pyridine-4-carboxylic acid CN(C1=CC2=C([C@@H](CCO2)CNC=2C=NC=CC2C(=O)O)C=C1)C1=CC=C(C=C1)C(F)(F)F